N-((2-(2,6-dioxopiperidin-3-yl)-1-oxoisoindolin-5-yl)methyl)-2,2-difluoro-2-(2-methyl-4-(trifluoromethoxy)phenyl)acetamide O=C1NC(CCC1N1C(C2=CC=C(C=C2C1)CNC(C(C1=C(C=C(C=C1)OC(F)(F)F)C)(F)F)=O)=O)=O